C(C)C1C(CCC(CCC1)O)O 5-ethyl-1,4-cyclooctanediol